(4R)-4-methyloctahydro-8H-pyrido[1,2-a]pyrazin-8-one 2,2,2-trifluoroacetate FC(C(=O)O)(F)F.C[C@@H]1CNCC2N1CCC(C2)=O